BrC=1C=C2C(=NC1)OCCO2 7-bromo-2H,3H-[1,4]dioxino[2,3-b]pyridine